C(#N)C(=CC=1C=C(CCOC(=O)N[C@@H](CC2=CC=CC=C2)B(O)O)C=CC1)C=1N=CN(C(C1)=O)C (R)-(1-(((3-(2-cyano-2-(1-methyl-6-oxo-1,6-dihydropyrimidin-4-yl)vinyl)phenethoxy)carbonyl)amino)-2-phenylethyl)boronic acid